aziridine N1CC1